C1(=CC=CC=C1)C1(CCCC1)NS(=O)(=O)C1=CC=C(C=C1)NC(=O)NCC=1C=NC=CC1 1-{4-[(1-phenylcyclopentyl)sulfamoyl]phenyl}-3-(pyridin-3-ylmethyl)urea